6-{3-[(3-hydroxy-3-phenylpropyl)carbamoyl]piperidin-1-yl}-N-methyl-1H-indazole-3-carboxamide OC(CCNC(=O)C1CN(CCC1)C1=CC=C2C(=NNC2=C1)C(=O)NC)C1=CC=CC=C1